(5-(2,3-dimethylphenyl)-3-(1-methyl-1H-pyrazol-4-yl)-1H-pyrazolo[4,3-b]pyridin-6-yl)methanol calcium [Ca].CC1=C(C=CC=C1C)C1=C(C=C2C(=N1)C(=NN2)C=2C=NN(C2)C)CO